Sodium 2-(8-chloro-2-((3-(difluoromethoxy)cyclobutyl)(methyl)amino)-9-(methylthio)-5-oxobenzo[b][1,8]naphthyridin-10(5H)-yl)acetate ClC=1C=CC2=C(N(C=3N=C(C=CC3C2=O)N(C)C2CC(C2)OC(F)F)CC(=O)[O-])C1SC.[Na+]